2-(1,4,8,11-tetraazacyclotetradecane-1-yl)acetic acid N1(CCNCCCNCCNCCC1)CC(=O)O